(4-((R)-2-hydroxy-3-(2H-tetrazol-2-yl)propoxy)phenyl)methanone O[C@@H](COC1=CC=C(C=C1)C=O)CN1N=CN=N1